P1=PP=PC=2C3=CC=CC=C3C=CC12 Tetraphosphaphenanthrene